2-(p-tolyl)benzo[d]imidazo[2,1-b]thiazole-7-carboxylic acid C1(=CC=C(C=C1)C=1N=C2SC3=C(N2C1)C=CC(=C3)C(=O)O)C